C(C)(=O)NCCC1=CNC2=C(C=CC=C12)OC(CC(=O)O)=O 3-((3-(2-acetamidoethyl)-1H-indol-7-yl)oxy)-3-oxopropanoic acid